NC1=NC(=C(C(=C1C#N)C1=CC=C(C=C1)N(C(OC(C)(C)C)=O)CCOC)C#N)S tert-Butyl (4-(2-amino-3,5-dicyano-6-mercaptopyridin-4-yl)phenyl)(2-methoxy-ethyl)carbamate